ClC=1C=C(C=CC1Cl)CN1C(C2=CC=C(C=C2C(C12CCCC2)C(=O)O)C)=O 2'-[(3,4-dichlorophenyl)methyl]-6'-methyl-1'-oxo-2',4'-dihydro-1'H-spiro[cyclopentane-1,3'-isoquinoline]-4'-carboxylic acid